{4-[(2S)-1-(methylcarbamoyl) pyrrolidin-2-yl] piperidin-1-yl}-2-azaspiro[3.4]octane-2-carboxylate CNC(=O)N1[C@@H](CCC1)C1CCN(CC1)C1N(CC12CCCC2)C(=O)[O-]